C(C)OC(=O)C1=CC2=C(OC(O2)(F)F)C=C1CBr.C(C)OC[C@@]1(CN(CC1)CC=1C=NC=CC1)CCC=1SC(=CC1)F (S)-3-((3-(ethoxymethyl)-3-(2-(5-fluorothiophen-2-yl)ethyl)pyrrolidin-1-yl)methyl)pyridine ethyl-6-(bromomethyl)-2,2-difluoro-1,3-benzodioxole-5-carboxylate